ClC1=CC(=C(C=C1)C1CCN(CC1)C1=C(C=CC=C1)S(=O)C1=C(C=CC=C1)S(=O)(=O)N(C)C)F ((2-(4-(4-chloro-2-fluorophenyl)piperidin-1-yl)phenyl)sulfinyl)-N,N-dimethylbenzenesulfonamide